3-Hydroxythiophene OC1=CSC=C1